C1CN(CCC12CCNCC2)C2=NN=C(S2)C=2C(=CC(=NC2)C2=CC=C1N2N=CC(=C1)C#N)NC1CCOCC1 7-[5-(5-{3,9-diazaspiro[5.5]undecan-3-yl}-1,3,4-thiadiazol-2-yl)-4-(oxan-4-ylamino)pyridin-2-yl]pyrrolo[1,2-b]pyridazine-3-carbonitrile